C(C)(C)(C)OC(=O)NC1=C(C=CC(=C1)OC)C1=CN=C2N1C=CN=C2NC2=CC(=C(C(=O)NCCOCCNC(OC(C)(C)C)=O)C=C2)CC tert-butyl (2-(2-(4-((3-(2-((tert-butoxycarbonyl)amino)-4-methoxyphenyl)imidazo[1,2-a]pyrazin-8-yl)amino)-2-ethylbenzamido)ethoxy)ethyl)carbamate